5-(4-(4,5-difluoro-2-(2-hydroxypropan-2-yl)phenylamino)-1,3,5-triazin-2-ylamino)-2-(3-((dimethylamino)methyl)azetidin-1-yl)-4-methoxyphenyl-acrylamide FC1=CC(=C(C=C1F)NC1=NC(=NC=N1)NC=1C(=CC(=C(C1)C(C(=O)N)=C)N1CC(C1)CN(C)C)OC)C(C)(C)O